N-{(2S,3R,4S)-1-(azetidine-1-carbonyl)-4-fluoro-2-[(2-fluoro-3'-methyl[1,1'-biphenyl]-3-yl)methyl]pyrrolidin-3-yl}-cyclopropanesulfonamide N1(CCC1)C(=O)N1[C@H]([C@H]([C@H](C1)F)NS(=O)(=O)C1CC1)CC=1C(=C(C=CC1)C1=CC(=CC=C1)C)F